1-cyclopentyl-4-((3-fluoro-[1,1'-biphenyl]-4-yl)methyl)piperazine-2,3-dione C1(CCCC1)N1C(C(N(CC1)CC1=C(C=C(C=C1)C1=CC=CC=C1)F)=O)=O